BrC1=CC(=CC(=N1)N1[C@H](COCC1)CC)CBr (S)-4-(6-bromo-4-(bromomethyl)pyridin-2-yl)-3-ethylmorpholine